(S)-N-(6-(2-hydroxy-prop-2-yl)-2-((5-oxo-pyrrolidin-2-yl)methyl)-2H-indazol-5-yl)-6-(trifluoromethyl)pyridine-2-carboxamide OC(C)(C)C=1C(=CC2=CN(N=C2C1)C[C@H]1NC(CC1)=O)NC(=O)C1=NC(=CC=C1)C(F)(F)F